N-(1-(methylsulfonyl)piperidin-4-yl)-8-(8-oxa-2-azaspiro[4.5]decan-2-yl)pyrido[3,4-d]pyrimidin-2-amine CS(=O)(=O)N1CCC(CC1)NC=1N=CC2=C(N1)C(=NC=C2)N2CC1(CC2)CCOCC1